C(CCCCCCCCCCCCC)C(=O)CCCCCCCCCCCC Lauryl myristyl ketone